Cl.ClC1=CC(=CS1)S(=O)(N)=N 5-chlorothiophene-3-sulfonimidamide hydrochloride